(R)-3-((1-(methyl-d3)pyrrolidin-2-yl)methyl-d2)-1H-indol-4-yl dihydrogen phosphate P(=O)(OC1=C2C(=CNC2=CC=C1)C([2H])([2H])[C@@H]1N(CCC1)C([2H])([2H])[2H])(O)O